4-(bromomethyl)-2,6-bis(methylthio)pyridine BrCC1=CC(=NC(=C1)SC)SC